ClC=1C(=C(C=O)C=CC1F)O 3-CHLORO-4-FLUORO-2-HYDROXYBENZALDEHYDE